(4-((3-(7-(((Z)-3-fluoro-1-(2-methoxyethyl)piperidin-4-yl)amino)-3-(2,2,2-trifluoroethyl)benzo[b]thiophen-2-yl)prop-2-yn-1-yl)amino)-3-methoxyphenyl)dimethylphosphine oxide FC1CN(CCC1NC1=CC=CC2=C1SC(=C2CC(F)(F)F)C#CCNC2=C(C=C(C=C2)P(C)(C)=O)OC)CCOC